NC1=C(C=C(C=N1)C1=CC=C(C=C1)O)OCC1=C(C=C(C=C1)Cl)Cl 4-[6-amino-5-(2,4-dichloro-benzyloxy)-pyridin-3-yl]-phenol